ClC1=C(C=CC(=C1F)CC(=O)NC1=CC(=NO1)C1CC(C1)(C)C)C=1C(=C(N(N1)C(C)C)NC(OC(C)(C)C)=O)C#N tert-Butyl N-[5-[2-chloro-4-[2-[[3-(3,3-dimethylcyclobutyl) isoxazol-5-yl]amino]-2-oxo-ethyl]-3-fluoro-phenyl]-4-cyano-2-isopropyl-pyrazol-3-yl]carbamate